(S)-(-)-1-methylbenzylamine C[C@@H](C1=CC=CC=C1)N